2-(4-(Difluoromethyl)pyridin-2-yl)-2-(2-fluorophenyl)acetamide FC(C1=CC(=NC=C1)C(C(=O)N)C1=C(C=CC=C1)F)F